OC(=O)C(F)(F)F.C1NCC12CCC2 2-azaspiro[3.3]heptane TFA salt